5-((2-(3-(2H-pyrazolo[3,4-c]pyridin-2-yl)propyl)-2-azaspiro[3.3]heptan-6-yl)oxy)-8-chloro-2-methylisoquinolin-1(2H)-one N=1N(C=C2C1C=NC=C2)CCCN2CC1(C2)CC(C1)OC1=C2C=CN(C(C2=C(C=C1)Cl)=O)C